[cis-4-(trifluoromethoxy)cyclohexyl]pyrazolo[1,5-a]pyrimidine-3,7-dicarboxamide FC(O[C@H]1CC[C@H](CC1)C1=NN2C(N=CC=C2C(=O)N)=C1C(=O)N)(F)F